C(C)(C)(C)CCCCCCCC tert-butyl-octane